C(C)(C)OC=1C=C(CN2CCN(CC2)CC2=CC(=C(OC(C(=O)OCC)(C)C)C(=C2)C)C)C=CC1C(F)(F)F Ethyl 2-(4-((4-(3-isopropoxy-4-(trifluoromethyl) benzyl) piperazin-1-yl) methyl)-2,6-dimethylphenoxy)-2-methylpropionate